vinyltris(t-butylperoxy)silane C(=C)[Si](OOC(C)(C)C)(OOC(C)(C)C)OOC(C)(C)C